2-oxo-2,3-dihydro-1,3-benzoxazole-6-carboxylic acid O=C1OC2=C(N1)C=CC(=C2)C(=O)O